BrC1=CC=C(C=N1)OCC1CCN(CC1)C(=O)OC(C)(C)C tert-butyl 4-(((6-bromopyridin-3-yl)oxy)methyl)piperidine-1-carboxylate